C(C=C)OC1=C(C(=CC(=C1)Br)CC1=CC=CC=C1)Cl 1-(allyloxy)-3-benzyl-5-bromo-2-chlorobenzene